BrC=1C=C2C=NC(=NC2=C(C1)OC)NC1CCN(CC1)C=1C=NC=CC1 6-bromo-8-methoxy-N-[1-(pyridin-3-yl)piperidin-4-yl]quinazolin-2-amine